2-(tert-butyl)-1'-(3-methoxy-8-methylquinoline-6-carbonyl)-5H-spiro[benzo[d]thiazol-6,4'-piperidin]-4(7H)-one C(C)(C)(C)C=1SC2=C(N1)C(CC1(CCN(CC1)C(=O)C=1C=C3C=C(C=NC3=C(C1)C)OC)C2)=O